undecen-10-enoic acid C(C=CCCCCCCC=C)(=O)O